FC1(C(C12CCN(CC2)S(=O)(=O)N)C2=NSC(=C2)C2=C(C=C(C=C2)F)C(F)(F)F)F 1,1-Difluoro-2-{5-[4-fluoro-2-(trifluoromethyl)phenyl]isothiazol-3-yl}-6-azaspiro[2.5]octan-6-sulfonamid